CC12CC3(CC(CC(C1)(C3)C)(C2)CN2N=CC=C2C)OCCO 2-({3,5-Dimethyl-7-[(5-methyl-1H-pyrazol-1-yl)methyl]tricyclo[3.3.1.13,7]dec-1-yl}oxy)ethanol